N-(4,5-Dimethoxy-2-((4-(2-(((1-methyl-1H-indazol-5-yl)methyl)((5-methylpyridin-3-yl)methyl)amino)ethyl)phenyl)carbamoyl)phenyl)-4-oxo-4H-chromene-2-carboxamide COC1=CC(=C(C=C1OC)NC(=O)C=1OC2=CC=CC=C2C(C1)=O)C(NC1=CC=C(C=C1)CCN(CC=1C=NC=C(C1)C)CC=1C=C2C=NN(C2=CC1)C)=O